tin (IV) diisopropoxide 2-ethylhexanoate C(C)C(C(=O)[O-])CCCC.CC([O-])C.CC([O-])C.[Sn+4]